N-(1-methyl-3-(trifluoromethyl)-1H-pyrazol-5-yl)-2-(trifluoromethyl)benzamide CN1N=C(C=C1NC(C1=C(C=CC=C1)C(F)(F)F)=O)C(F)(F)F